6-(2-bromo-6-chlorophenyl)-2-((3-chloro-5-methyl-4-(4-methylpiperazin-1-yl)phenyl)amino)-8,9-dihydroimidazo[1,2-a]pyrimido[5,4-e]pyrimidin-5(6H)-one BrC1=C(C(=CC=C1)Cl)N1C=2N(C3=C(C1=O)C=NC(=N3)NC3=CC(=C(C(=C3)C)N3CCN(CC3)C)Cl)CCN2